4-fluoro-2-[4-[[2-hydroxycyclohexyl]amino]pyrido[3,4-d]pyridazin-1-yl]-5-(trifluoromethyl)phenol FC1=CC(=C(C=C1C(F)(F)F)O)C1=C2C(=C(N=N1)NC1C(CCCC1)O)C=NC=C2